C(C1=CC=CC=C1)N1C(C(CCC1)C1(CCC1)O)=O 1-benzyl-3-(1-hydroxycyclobutyl)piperidin-2-one